ClC1=CC=C(C=C1)N1N=C(C2(C1=O)N(N=CC1=CC=CC=C12)C(C=C(C)C)=O)C 1'-(4-Chlorophenyl)-3'-methyl-2-(3-methylbut-2-enoyl)-2H-spiro[phthalazine-1,4'-pyrazol]-5'(1'H)-one